5-chloro-N-(3-chloro-2-fluorophenyl)-6-nitroquinazolin-4-amine ClC1=C2C(=NC=NC2=CC=C1[N+](=O)[O-])NC1=C(C(=CC=C1)Cl)F